(3R,4R)-4-methoxy-1-[1-[(4R)-4-methyl-2-(1-methylpyrazolo[3,4-b]pyridin-4-yl)-3,4-dihydro-1H-isoquinolin-6-yl]-4-piperidyl]pyrrolidin-3-amine CO[C@H]1[C@@H](CN(C1)C1CCN(CC1)C=1C=C2[C@H](CN(CC2=CC1)C1=C2C(=NC=C1)N(N=C2)C)C)N